C(C)C1=C(CC=C1)C monoethylmethylcyclopentadiene